COC(CCC1=CC=C(C=C1)C(C(=O)N)(C)C)=O 3-(4-(1-amino-2-methyl-1-oxopropan-2-yl)phenyl)propanoic acid methyl ester